Nitrososodium N(=O)[Na]